(R)-Aminobutyric acid N[C@@H](C(=O)O)CC